tert-Butyl 5-[3-(3-bromo-5-cyano-1-methyl-1H-pyrrol-2-yl) propoxy]-3,4-dihydro-isoquinoline-2(1H)-carboxylate BrC1=C(N(C(=C1)C#N)C)CCCOC1=C2CCN(CC2=CC=C1)C(=O)OC(C)(C)C